10-phenyl-10,15-dihydrobenzo[4,5]thieno[3,2-a]indolo[3,2-C]carbazole C1(=CC=CC=C1)N1C=2C=CC=CC2C2=C3C(=C4C(=C12)C1=C(S4)C=CC=C1)C=1C=CC=CC1N3